racemic-2-((1S,2R,4S,5S)-5-hydroxybicyclo[2.2.1]heptan-2-yl)isoindoline-1,3-dione O[C@@H]1[C@@H]2C[C@H]([C@H](C1)C2)N2C(C1=CC=CC=C1C2=O)=O |r|